FC1(CC=2N(N=C(C2)COC2=CC=CC(=N2)C2=CC(=C(CC3=NC4=C(N3C[C@H]3OCC3)C=C(C=C4)C(=O)O)C=C2F)F)C1)F (S)-2-(4-(6-((5,5-difluoro-5,6-dihydro-4H-pyrrolo[1,2-b]pyrazol-2-yl)methoxy)pyridin-2-yl)-2,5-difluorobenzyl)-1-(oxetan-2-ylmethyl)-1H-benzo[d]imidazole-6-carboxylic acid